NC1NC(C2(N3C1=CC1=C3N=C(N=C1)NC1=CC=C(C=C1)S(=O)(=O)N)CCCCC2)=O 4-((6'-amino-8'-oxo-7',8'-dihydro-6'H-spiro[cyclohexane-1,9'-pyrazino[1',2':1,5]pyrrolo[2,3-d]pyrimidin]-2'-yl)amino)benzenesulfonamide